N-(1-(6-amino-5-(3-fluoro-4-((4-methylpyrimidin-2-yl)oxy)phenyl)pyrimidin-4-yl)azetidin-3-yl)vinylsulfonamide NC1=C(C(=NC=N1)N1CC(C1)C=CNS(=O)=O)C1=CC(=C(C=C1)OC1=NC=CC(=N1)C)F